[Na].CC1(C(NOC1)=O)C 4,4-dimethyl-isoxazolidin-3-one sodium salt